C(C)(C)O[P@](=O)(N[C@H](C(=O)OCCCCCCCC\C=C/C\C=C/CCCCC)C)OCOC(C(C)(C)C1COCC1C(C(=O)[O-])(C)C)=O (R)-(((isopropyloxy(((S)-1-(((9Z,12Z)-octadec-9,12-dien-1-yl)oxy)-1-oxopropan-2-yl)amino)Phosphoryl)oxy)methyl)tetrahydrofuran-3,4-diylbis(2-methylpropionate)